S1C(=NC2=C1C=CC=C2)NC(=O)C=2C=CC=C1CCN(CC21)C2=CC=C(C(=N2)C(=O)O)C=2C=NN(C2)CC2=NC=CC=C2 6-[8-(1,3-benzothiazol-2-ylcarbamoyl)-3,4-dihydroisoquinolin-2(1H)-yl]-3-[1-(pyridin-2-ylmethyl)-1H-pyrazol-4-yl]pyridine-2-carboxylic acid